1-[2-chloro-4-[[5-[4-(cyanomethoxy)-2,3-difluoro-phenyl]-1-methyl-imidazole-2-carbonyl]amino]benzoyl]-N-[2-(methylamino)ethyl]piperidine-4-carboxamide ClC1=C(C(=O)N2CCC(CC2)C(=O)NCCNC)C=CC(=C1)NC(=O)C=1N(C(=CN1)C1=C(C(=C(C=C1)OCC#N)F)F)C